imidazo[1,2-a]pyridine-3-carboxamide xylenesulfonate salt C1(C(C=CC=C1)C)(C)S(=O)(=O)O.N=1C=C(N2C1C=CC=C2)C(=O)N